1-(tert-Butyl) 2-methyl (2R,3S)-3-((tert-butyldiphenylsilyl)oxy)pyrrolidine-1,2-dicarboxylate [Si](C1=CC=CC=C1)(C1=CC=CC=C1)(C(C)(C)C)O[C@@H]1[C@@H](N(CC1)C(=O)OC(C)(C)C)C(=O)OC